tert-Butyl 3-[[1-[5-[2-(2,6-dioxo-3-piperidyl)-1,3-dioxo-isoindolin-5-yl]oxypentyl]-4-piperidyl]oxy]azetidine-1-carboxylate O=C1NC(CCC1N1C(C2=CC=C(C=C2C1=O)OCCCCCN1CCC(CC1)OC1CN(C1)C(=O)OC(C)(C)C)=O)=O